2-[4-(8-chloro-4-methyl-quinazolin-2-yl)phenoxy]ethanol ClC=1C=CC=C2C(=NC(=NC12)C1=CC=C(OCCO)C=C1)C